ClC1=NC(=NC(=N1)C1=NC(=CC=C1)C(F)(F)F)NC1=CC(=NC=C1)C(F)(F)F 4-chloro-6-(6-(trifluoromethyl)pyridin-2-yl)-N-(2-(trifluoromethyl)-pyridin-4-yl)-1,3,5-triazin-2-amine